2-ethyl-N-{8-fluoro-2-methylimidazo[1,2-a]pyridin-6-yl}-4-[3-(fluoromethyl)piperazin-1-yl]indazole-7-carboxamide C(C)N1N=C2C(=CC=C(C2=C1)N1CC(NCC1)CF)C(=O)NC=1C=C(C=2N(C1)C=C(N2)C)F